(2R)-2-([1-[2-(azetidin-1-yl)phenyl]-5-(1-propyl-1H-indazol-6-yl)-1H-pyrazol-3-yl]methoxy)-2-methylbutanoic acid N1(CCC1)C1=C(C=CC=C1)N1N=C(C=C1C1=CC=C2C=NN(C2=C1)CCC)CO[C@@](C(=O)O)(CC)C